(1-methoxycyclopropyl)methylamine TFA salt OC(=O)C(F)(F)F.COC1(CC1)CN